CC([C@@H](C(=O)N[C@H](C(=O)NC1=CC=C(C=C1)COC(=O)OC1=CC=C(C=C1)[N+](=O)[O-])CCCNC(=O)N)NC(OCCC#C)=O)C But-3-yn-1-yl ((S)-3-methyl-1-(((S)-1-((4-((((4-nitrophenoxy)carbonyl)oxy)methyl)phenyl)amino)-1-oxo-5-ureidopentan-2-yl)amino)-1-oxobutan-2-yl)carbamate